tert-Butyl (tert-butoxycarbonyl)(5-(8-((tert-butoxycarbonyl)amino)-3-(3-cyclopentylureido)-7-fluoroisoquinolin-6-yl)-4-methylpyridin-3-yl)carbamate C(C)(C)(C)OC(=O)N(C(OC(C)(C)C)=O)C=1C=NC=C(C1C)C=1C=C2C=C(N=CC2=C(C1F)NC(=O)OC(C)(C)C)NC(=O)NC1CCCC1